tert-butyl N-tert-butoxycarbonyl-N-[2-[2-[2-(3-methoxy-4-nitro-pyrazol-1-yl)ethoxy]ethoxy]ethyl]carbamate C(C)(C)(C)OC(=O)N(C(OC(C)(C)C)=O)CCOCCOCCN1N=C(C(=C1)[N+](=O)[O-])OC